(2S)-N1-(4-cyclopropyl-2-fluoro-phenyl)-N1-[2-[(4,4-difluorocyclohexyl)amino]-2-oxo-1-[4-(trifluoromethyl)-3-pyridyl]ethyl]pyrrolidine-1,2-dicarboxamide C1(CC1)C1=CC(=C(C=C1)N(C(=O)N1[C@@H](CCC1)C(=O)N)C(C(=O)NC1CCC(CC1)(F)F)C=1C=NC=CC1C(F)(F)F)F